aluminum-potassium fluorine N-(3-methoxypropyl)-6-methyl-4-[(1-methylcyclopropyl)amino]furo[2,3-d]pyrimidine-5-carboxamide COCCCNC(=O)C1=C(OC=2N=CN=C(C21)NC2(CC2)C)C.[F].[K].[Al]